2-chloro-3-[2-(dimethylamino)ethyl]1H-indole ClC=1NC2=CC=CC=C2C1CCN(C)C